3-benzyl-1-(trans-4-((5-cyano-4-(pyridin-3-yl)pyrimidin-2-yl)amino)cyclohexyl)-1-(5-(1-methyl-1H-pyrazol-4-yl)pyridin-yl)urea C(C1=CC=CC=C1)NC(N(C1=NC=C(C=C1)C=1C=NN(C1)C)[C@@H]1CC[C@H](CC1)NC1=NC=C(C(=N1)C=1C=NC=CC1)C#N)=O